ClC1=CC(=C(C(=O)N2CCC(CC2)C2=C(C#N)C=CC=C2)C=C1C1=NN=C(N1)CCOC)C (1-(4-chloro-5-(5-(2-methoxyethyl)-4H-1,2,4-triazol-3-yl)-2-methylbenzoyl)piperidin-4-yl)benzonitrile